2-(but-3-en-1-yloxy)-6-chloro-4-methoxyaniline C(CC=C)OC1=C(N)C(=CC(=C1)OC)Cl